2-((methylthio)((4-(5-(trifluoromethyl)-1,2,4-oxadiazol-3-yl)benzyl)amino)methylene)malononitrile CSC(=C(C#N)C#N)NCC1=CC=C(C=C1)C1=NOC(=N1)C(F)(F)F